C(C)N1C(N(C(C2=C1N(C(C=C2NC2=CC=C(C=C2)OC(F)(F)F)=O)C)=O)C)=O 1-ethyl-3,8-dimethyl-5-{[4-(trifluoromethoxy)phenyl]amino}pyrido[2,3-d]pyrimidine-2,4,7(1h,3h,8h)-trione